(1-(5-(6-chloro-5-(5-methoxypyridin-3-yl)-1H-indol-2-yl)pyridin-2-yl)pyrrolidin-2-yl)methanol ClC1=C(C=C2C=C(NC2=C1)C=1C=CC(=NC1)N1C(CCC1)CO)C=1C=NC=C(C1)OC